ClC1=NC=C(C=C1C(F)F)C(F)(F)F 2-chloro-3-(difluoromethyl)-5-(trifluoromethyl)pyridine